3-[3-[1-(trifluoromethyl)cyclopropyl]-1,2,4-oxadiazol-5-yl]azetidine-1-carboxylic acid tert-butyl ester C(C)(C)(C)OC(=O)N1CC(C1)C1=NC(=NO1)C1(CC1)C(F)(F)F